2-methyl-8-(methylamino)-6-(trifluoromethyl)quinazoline-4-thiol CC1=NC2=C(C=C(C=C2C(=N1)S)C(F)(F)F)NC